(Z)-1-(4-amino-2-fluoro-but-2-en-1-yl)-4-(3-(ethylsulfonyl)phenyl)-1H-benzo[d][1,2,3]triazole-6-carboxylic acid methyl ester hydrochloride Cl.COC(=O)C=1C=C(C2=C(N(N=N2)C/C(=C/CN)/F)C1)C1=CC(=CC=C1)S(=O)(=O)CC